ClC1=C(C(=O)N[C@@H]2CN(C[C@@H]2F)C(=O)C2(CCCC2)O)C=CC(=C1)F 2-chloro-4-fluoro-N-[(3R,4S)-4-fluoro-1-(1-hydroxycyclopentanecarbonyl)pyrrolidin-3-yl]benzamide